C(C)(C)(C)OC(N(C)C1CCC(CC1)CCN)=O [4-(2-aminoethyl)cyclohexyl]-N-methyl-carbamic acid tert-butyl ester